4-(N-(3-cyclopropyl-5-(1,1,1-trifluoropropan-2-yl)benzyl)-2-(N-(2-fluorobenzyl)-(2,3,4,5,6-pentafluoro-phenyl)sulfonamido)acetamido)-2-hydroxybenzoic acid C1(CC1)C=1C=C(CN(C(CN(S(=O)(=O)C2=C(C(=C(C(=C2F)F)F)F)F)CC2=C(C=CC=C2)F)=O)C2=CC(=C(C(=O)O)C=C2)O)C=C(C1)C(C(F)(F)F)C